7-chloro-5-(2,3-dimethylphenyl)imidazo[1,2-a]Quinoxaline-4(5H)-on ClC=1C=C2N(C(C=3N(C2=CC1)C=CN3)=O)C3=C(C(=CC=C3)C)C